4-iodo-5-methylaniline IC1=CC=C(N)C=C1C